4-[3-(1-ethyl-3-methyl-1H-pyrazol-5-yl)-1H-1,2,4-triazol-5-yl]-1-{2-[(2S)-2-(hydroxymethyl)morpholin-4-yl]ethyl}-1H-indazole-6-carboxamide C(C)N1N=C(C=C1C1=NNC(=N1)C1=C2C=NN(C2=CC(=C1)C(=O)N)CCN1C[C@H](OCC1)CO)C